ClC1=CC(=NC(=N1)SC)C(=O)C1CCC(CC1)C(=O)OC Methyl 4-(6-chloro-2-methylsulfanyl-pyrimidine-4-carbonyl)cyclohexanecarboxylate